5-(benzylcarbamoyl)-1-(4-chloro-3-fluorobenzyl)-1H-indole-2-carboxylic acid C(C1=CC=CC=C1)NC(=O)C=1C=C2C=C(N(C2=CC1)CC1=CC(=C(C=C1)Cl)F)C(=O)O